CN1N=CC=2C1=NC(=CC2N2CC1=C(CC2)N(N=C1C)CC12CCC(CC1)(CC2)NC(OC(C)(C)C)=O)C tert-butyl (4-((5-(1,6-dimethyl-1H-pyrazolo[3,4-b]pyridin-4-yl)-3-methyl-4,5,6,7-tetrahydro-1H-pyrazolo[4,3-c]pyridin-1-yl)methyl)bicyclo[2.2.2]octan-1-yl)carbamate